FC=1C=C(C=CC1N1CCN(CC1)C(C)C)C1=CC2=C(C(=N1)C)C=C(N2C)C2=CC=C(C=C2)S(=O)(=O)C 6-(3-Fluoro-4-(4-isopropylpiperazin-1-yl)phenyl)-1,4-dimethyl-2-(4-(methylsulfonyl)phenyl)-1H-pyrrolo[3,2-c]pyridin